(1S,3S,4S)-2-((3-chlorophenyl)-L-leucyl)-N-((R)-1-cyano-2-((S)-2-oxopiperidin-3-yl)ethyl)-5,5-difluoro-2-azabicyclo[2.2.2]octane-3-carboxamide ClC=1C=C(C=CC1)N[C@@H](CC(C)C)C(=O)N1[C@@H]2CC([C@H]([C@H]1C(=O)N[C@H](C[C@H]1C(NCCC1)=O)C#N)CC2)(F)F